BrC1=C(C=C2C(=NC(=NC2=C1F)OC[C@H]1N(C[C@@H](C1)OC)C)N([C@H]1[C@H](N(CC1)C(=O)OC(C)(C)C)C)C)Cl tert-butyl (2R,3R)-3-((7-bromo-6-chloro-8-fluoro-2-(((2S,4R)-4-methoxy-1-methylpyrrolidin-2-yl)methoxy)quinazolin-4-yl)(methyl)amino)-2-methylpyrrolidine-1-carboxylate